CN1N=C(C2=CC=CC(=C12)C(=O)N1CCN(CC1)CC1CCNCC1)C1C(NC(CC1)=O)=O 3-(1-methyl-7-(4-(piperidin-4-ylmethyl)piperazine-1-carbonyl)-1H-indazol-3-yl)piperidine-2,6-dione